5-naphthalenesulfonic acid, sodium salt [Na+].C1=CC=CC=2C(=CC=CC12)S(=O)(=O)[O-]